OC1=C(C=CC(=C1)OCCC)C1=NC(=NC(=N1)C1=C(C=C(C=C1)OCCC)O)C1=C(C=C(C=C1)C)C 2,4-bis(2-hydroxy-4-propyloxyphenyl)-6-(2,4-dimethylphenyl)-1,3,5-triazine